N-[4-(1-{5-[7-(2,2-difluorovinyl)-5-{[2-(trimethylsilyl)ethoxy]Methyl}pyrrolo[2,3-b]Pyrazin-2-yl]-1,3-thiazole-2-carbonyl}pyrrolidin-2-yl)pyrimidin-2-yl]Cyclopropanesulfonamide FC(=CC1=CN(C2=NC=C(N=C21)C2=CN=C(S2)C(=O)N2C(CCC2)C2=NC(=NC=C2)NS(=O)(=O)C2CC2)COCC[Si](C)(C)C)F